(S)-N-(1'-(2-(3-cyanopyrrolidin-1-yl)-6-methylpyrimidin-4-yl)-1',2'-dihydrospiro[cyclopropane-1,3'-pyrrolo[3,2-c]pyridin]-6'-yl)acetamide C(#N)[C@@H]1CN(CC1)C1=NC(=CC(=N1)N1CC2(C=3C=NC(=CC31)NC(C)=O)CC2)C